C1(=CC=CC=C1)C1C=2C=CC=CC2C2=C1C(=C1C(=N2)CCC1)C(F)(F)F 9-Phenyl-10-(trifluoromethyl)-1,2,3,9-tetrahydrocyclopenta[b]indeno[2,1-e]pyridine